ClC1=CC=C(C=C1)N1CCN(CC1)CC[C@@H]1CC[C@H](CC1)NC(OC(C)(C)C)=O tert-Butyl (trans-4-(2-(4-(4-chlorophenyl)piperazin-1-yl)ethyl)cyclohexyl)carbamate